2-methoxy-4-methyl-5-nitrobenzene COC1=CC=C(C(=C1)C)[N+](=O)[O-]